FC(C=1C=CC(=NC1)O[C@H]1CN(CC1)C1=C(C=C(C=C1)C1=CC=CC=C1)O)(F)F (R)-4-(3-(5-(trifluoromethyl)pyridin-2-yloxy)pyrrolidin-1-yl)biphenyl-3-ol